5-[[4-[(2-Aminooxyacetyl)amino]-3-fluoro-phenyl]sulfonylamino]thiazole-4-carboxylic acid NOCC(=O)NC1=C(C=C(C=C1)S(=O)(=O)NC1=C(N=CS1)C(=O)O)F